3-(2-(tribromomethyl)phenyl)-1,5-dimethyl-pyrazol-4-ol BrC(C1=C(C=CC=C1)C1=NN(C(=C1O)C)C)(Br)Br